CC1(C(=O)OC(C1)CC)C α,α-dimethyl-γ-caprolactone